(S)-1-(4'-Hydroxy-[1,1'-biphenyl]-4-yl)-3-(1-((1-methyl-1H-imidazol-2-yl)methyl)pyrrolidin-3-yl)-1,3-dihydro-2H-imidazo[4,5-b]pyridin-2-one OC1=CC=C(C=C1)C1=CC=C(C=C1)N1C(N(C2=NC=CC=C21)[C@@H]2CN(CC2)CC=2N(C=CN2)C)=O